CNC1=NS(N=C1)=O 3-(methylamino)-1,2,5-thiadiazol-1-oxide